C(C1=CC=CC=C1)OC(=O)N1C(OC[C@H]1C1=CC=C(C=C1)O)(C)C (R)-4-(4-hydroxyphenyl)-2,2-dimethyloxazolidine-3-carboxylic acid benzyl ester